1,2-dimethyl-1H-indole-3-carboxylic acid ethyl ester C(C)OC(=O)C1=C(N(C2=CC=CC=C12)C)C